OCC1=CC=C(C=C1)NC([C@H](CCCNC(=O)N)NC([C@H](C(C)C)NC(OCC1C2=CC=CC=C2C=2C=CC=CC12)=O)=O)=O (9H-fluoren-9-yl)methyl [(S)-1-[[(S)-1-[[4-(hydroxymethyl)phenyl] amino]-1-oxo-5-ureidopentan-2-yl]amino]-3-methyl-1-oxobutan-2-yl]carbamate